C(C)(C)(C)C1=CC(=NO1)NC(=O)NC1=CC=C(C=C1)N1C=CC2=CC=CC=C12 1-(5-tert-butyl-isoxazol-3-yl)-3-(4-indol-1-yl-phenyl)-urea